C(#CCC\C=C\CCCC)[Si](C)(C)C (5E)-5-decen-1-ynyltrimethylsilane